C(C1=CC=CC=C1)N1CSC2=C1C=CC=C2 3-benzylbenzothiazole